1,3,5-tris-(isocyanatomethyl)-benzene N(=C=O)CC1=CC(=CC(=C1)CN=C=O)CN=C=O